5-bromo-2-(3,3-difluoropropyl)pyrazole-3-carboxylic acid BrC=1C=C(N(N1)CCC(F)F)C(=O)O